(R)-5-(2-(sec-butylamino)-1,1-difluoro-2-oxoethyl)-N-(4-fluoro-3-methylphenyl)-1-methyl-1H-pyrrole-3-carboxamide [C@@H](C)(CC)NC(C(F)(F)C1=CC(=CN1C)C(=O)NC1=CC(=C(C=C1)F)C)=O